FC1=C(C(=C(C(=C1P(C1=C(C(=C(C(=C1F)F)F)F)F)C1=C(C(=C(C(=C1F)F)F)F)F)F)F)F)F tri(pentafluorophenyl)phosphine